tert-butyl 3-(4-(3-(1-((5-(5-(difluoromethyl)-1,3,4-oxadiazol-2-yl)-3-fluoropyridin-2-yl)methyl)-1H-1,2,3-triazol-4-yl)phenyl)piperidin-1-yl)azetidin-1-carboxylate FC(C1=NN=C(O1)C=1C=C(C(=NC1)CN1N=NC(=C1)C=1C=C(C=CC1)C1CCN(CC1)C1CN(C1)C(=O)OC(C)(C)C)F)F